4-(3-phenylisooxazolidin-2-yl)-5-(trifluoromethyl)pyrimidin-2-amine C1(=CC=CC=C1)C1N(OCC1)C1=NC(=NC=C1C(F)(F)F)N